N-[(2S)-5-[[(1R,2S)-2-(4-fluorophenyl)cyclopropyl]amino]-1-(4-methyl-3-oxopiperazin-1-yl)-1-oxopentan-2-yl]-4-(4H-1,2,4-triazol-4-yl)benzamide FC1=CC=C(C=C1)[C@H]1[C@@H](C1)NCCC[C@@H](C(=O)N1CC(N(CC1)C)=O)NC(C1=CC=C(C=C1)N1C=NN=C1)=O